1-(4-((4-(2-((tert-butyldiphenylsilyl)oxy)ethyl)piperazin-1-yl)methyl)-3-(trifluoromethyl)phenyl)-3-(2-fluoro-4-(4,4,5,5-tetramethyl-1,3,2-dioxaborolan-2-yl)phenyl)urea [Si](C1=CC=CC=C1)(C1=CC=CC=C1)(C(C)(C)C)OCCN1CCN(CC1)CC1=C(C=C(C=C1)NC(=O)NC1=C(C=C(C=C1)B1OC(C(O1)(C)C)(C)C)F)C(F)(F)F